BrC1=C(OC=2C=CC(=C(C2)NC=O)F)C(=CC(=C1\C=C\N(C)C)[N+](=O)[O-])F N-[5-[2-bromo-3-[(E)-2-(dimethylamino)vinyl]-6-fluoro-4-nitro-phenoxy]-2-fluoro-phenyl]formamide